C1(CCCCC1)[C@H]1[C@H](C2=CC=C(C=C2CC1)O)C1=C(C=C(C=C1F)N1CCC(CC1)C=O)F 1-(4-((1R,2S)-2-cyclohexyl-6-hydroxy-1,2,3,4-tetrahydronaphthalen-1-yl)-3,5-difluorophenyl)piperidine-4-carbaldehyde